NC=1C=CC(=C2CN(C(C12)=O)CC1(OC1)C(=O)N)C1=CC=C2C=NN(C2=C1)C 2-{[7-amino-4-(1-methyl-1H-indazol-6-yl)-1-oxo-2,3-dihydro-1H-isoindol-2-yl]methyl}oxirane-2-carboxamide